2-{3-[(3r,5s)-3,5-dimethylpiperazin-1-yl]-1,2,4-triazin-6-yl}-5-(8-methoxy-2-methyl-[1,2,4]triazolo[1,5-b]pyridazin-6-yl)phenol C[C@@H]1CN(C[C@@H](N1)C)C=1N=NC(=CN1)C1=C(C=C(C=C1)C=1C=C(C=2N(N1)N=C(N2)C)OC)O